6-((2-chloro-5,7-difluoro-1H-benzo[d]imidazol-1-yl)methyl)nicotinonitrile ClC1=NC2=C(N1CC1=NC=C(C#N)C=C1)C(=CC(=C2)F)F